ClC1=C(OC2CN(C2)C(=O)N2CC3(C2)CC(C3)N3N=C(N=C3)C3CC3)C=CC=C1C1CC1 (3-(2-chloro-3-cyclopropylphenoxy)azetidin-1-yl)(6-(3-cyclopropyl-1H-1,2,4-triazol-1-yl)-2-azaspiro[3.3]heptan-2-yl)methanone